FC=1C=C(C(=O)N2CCC(CC2)N2CC(C2)(N2N=CC(=C2)C=2C3=C(N=CN2)NC=C3)CC#N)C=C(C1)OC {1-[1-(3-fluoro-5-methoxybenzoyl)piperidin-4-yl]-3-[4-(7H-pyrrolo[2,3-d]pyrimidin-4-yl)-1H-pyrazol-1-yl]azetidin-3-yl}acetonitrile